2-(4-(5-(5-(morpholin-4-yl)-1-oxo-1,3-dihydro-2H-isoindol-2-yl)-1H-benzimidazol-2-yl)phenoxy)-N-(tetrahydro-2H-pyran-4-yl)acetamide N1(CCOCC1)C=1C=C2CN(C(C2=CC1)=O)C1=CC2=C(NC(=N2)C2=CC=C(OCC(=O)NC3CCOCC3)C=C2)C=C1